COCC1(CCC1)CN(C1=C2C(=NC(=C1)C=1C=NC(=C(C1)C(F)(F)F)CCC)N=C(N2)C=2N=CC(=NC2)N2CCCCC2)C 1-(5-{7-[{[1-(Methoxymethyl)cyclobutyl]methyl}(methyl)amino]-5-[6-propyl-5-(trifluoromethyl)pyridin-3-yl]-1H-imidazo[4,5-b]pyridin-2-yl}pyrazin-2-yl)piperidin